ClC=1N=C(SC1[N+](=O)[O-])NC(=O)C1=CC=CC=C1C1=CC=CC=C1 6-((4-chloro-5-nitrothiazol-2-yl)carbamoyl)-[1,1'-biphenyl]